C1N(CC2=CC=CC=C12)CC=1OC=C(C(C1)=O)OCC1=CC=C(C=C1)S(=O)(=O)C 2-(isoindolin-2-ylmethyl)-5-((4-(methylsulfonyl)benzyl)oxy)-4H-pyran-4-one